gamma-stearolactone C1(CCC(CCCCCCCCCCCCCC)O1)=O